CN(C1=CC=C(C(=O)OOCCCC)C=C1)C butoxy p-dimethylaminobenzoate